N,N,N-trimethyl-N-butylammonium C[N+](CCCC)(C)C